4-Hydrazino-6-trifluoromethylpyrimidine N(N)C1=NC=NC(=C1)C(F)(F)F